C1(CC1)C(C1CC1)N(C(=O)N1CCC(CC1)(C(=O)O)CC(=O)N(C1=CC=CC=C1)C1=C(C=CC=C1)F)C 1-[dicyclopropylmethyl(methyl)carbamoyl]-4-[2-(N-(2-fluorophenyl)anilino)-2-oxo-ethyl]piperidine-4-carboxylic acid